C(C)(C)(C)[Si](C)(C)OC1=CC=C(C=C1)I Tert-butyl-(4-iodophenoxy)-dimethyl-silane